2-fluoro-4-((5-(4-nitrophenyl)-1H-pyrazol-3-yl)amino)phenol FC1=C(C=CC(=C1)NC1=NNC(=C1)C1=CC=C(C=C1)[N+](=O)[O-])O